C1(CC2C(CC1)O2)CCC[Si](OC)(OC)C γ-(3,4-epoxycyclohexyl)propylmethyldimethoxysilane